ClCC1=CC=C2CN(C(C2=C1)=O)C1=NC(=CC(=C1)C1=C(C=C(C=C1)F)C1=NN=CN1C)C1CC1 6-(chloromethyl)-2-(6-cyclopropyl-4-(4-fluoro-2-(4-methyl-4H-1,2,4-triazol-3-yl)phenyl)pyridin-2-yl)isoindolin-1-one